(S)-7-(2-((2-cyclopropyl-4-(3,4-dimethylpiperazin-1-yl)phenyl)amino)-5-(trifluoromethyl)pyrimidin-4-yl)-4-(oxetan-3-yl)-3,4-dihydrothieno[2,3-f][1,4]thiazepin-5(2H)-one 1,1-dioxide C1(CC1)C1=C(C=CC(=C1)N1C[C@@H](N(CC1)C)C)NC1=NC=C(C(=N1)C1=CC2=C(C(N(CCS2(=O)=O)C2COC2)=O)S1)C(F)(F)F